O=C1NC(CC[C@H]1N1C(C2=CC=C(C=C2C1=O)OC1CC(C1)N(C(C)C)CC1CCN(CC1)C1=CC=C(C(=O)O)C=C1)=O)=O 4-(4-((((1r,3r)-3-((2-(2,6-dioxopiperidin-3-yl)-1,3-dioxoisoindolin-5-yl)oxy)cyclobutyl)(isopropyl)amino)methyl)piperidin-1-yl)benzoic acid